(1R,2R)-2-[4-(3-Methyl-1H-pyrazol-5-yl)benzoyl]-N-(1-methyl-3-sulfamoyl-1H-pyrazol-4-yl)cyclohexanecarboxamide CC1=NNC(=C1)C1=CC=C(C(=O)[C@H]2[C@@H](CCCC2)C(=O)NC=2C(=NN(C2)C)S(N)(=O)=O)C=C1